N-methyl-4-((4-phenethyl-4-(pyridin-2-yl)piperidin-1-yl)methyl)aniline CNC1=CC=C(C=C1)CN1CCC(CC1)(C1=NC=CC=C1)CCC1=CC=CC=C1